C(C)(C)(C)OC(=O)N[C@H](CCCOC1=CC=C(C(=C1CN1C2=NC=NC(=C2N=C1)NC(OC(C)(C)C)=O)Cl)Cl)C(=O)/N=C/N(C)C tert-butyl (R,E)-(9-(6-((4-((tert-butoxycarbonyl)amino)-5-(((dimethylamino)methylene) amino)-5-oxopentyl)oxy)-2,3-dichlorobenzyl)-9H-purin-6-yl)carbamate